lead-antimony-arsenic-tin [Sn].[As].[Sb].[Pb]